(2S,4R)-4-hydroxy-L-prolinol O[C@@H]1C[C@H](NC1)CO